1-Triacontanol C(CCCCCCCCCCCCCCCCCCCCCCCCCCCCC)O